BrC=1C=C(C=O)C=CC1C#N 3-bromo-4-cyanobenzaldehyde